[K+].OC(C)(P([O-])(=O)[O-])P([O-])(=O)[O-].[K+].[K+].[K+] 1-hydroxyethane-1,1-diphosphonic acid, potassium salt